ClC=1N=C(C2=C(N1)N(N=N2)[C@H]2[C@@H]([C@@H]([C@H](O2)COCP(O)(O)=O)O)O)N(C)CC2=CC(=CC=C2)Cl ((((2R,3S,4R,5R)-5-(5-chloro-7-((3-chlorobenzyl)(methyl)amino)-3H-[1,2,3]triazolo[4,5-d]pyrimidin-3-yl)-3,4-dihydroxytetrahydrofuran-2-yl)methoxy)methyl)phosphonic acid